ClC=1C=C(C=2N(N1)C(=NN2)C2CC2)NC2=CC=NC=C2 6-chloro-3-cyclopropyl-N-(4-pyridyl)-[1,2,4]triazolo[4,3-b]pyridazin-8-amine